C(C1=CC=CC=C1)SC=1C(=CC(=C(C1)/C=C/C(=O)OCC)NC1=C(C=C(C=C1)Br)OC)F Ethyl (E)-3-(5-(benzylthio)-2-((4-bromo-2-methoxyphenyl)amino)-4-fluorophenyl)acrylate